N[C@H](C(NCCOCCOCCOCCOCCOCCOCCOCCOC)=O)CCC(NCCOCCOCCOCCOCCOCCOCCOCCOCCC(N[C@H](C(N[C@H](C(=O)N)C)=O)C(C)C)=O)=O (28S,61S,64S)-28-amino-61-isopropyl-64-methyl-27,31,59,62-tetraoxo-2,5,8,11,14,17,20,23,35,38,41,44,47,50,53,56-hexadecaoxa-26,32,60,63-tetraazapentahexacontane-65-amide